NC1=C(C=CC(=C1)NCC1=CC=C(C=C1)C(F)(F)F)NC([C@@H]([C@@H](CCCCCC)F)F)=O (2S,3R)-N-(2-amino-4-((4-(trifluoromethyl)benzyl)amino)phenyl)-2,3-difluorononanamide